1-(3-fluoro-5-(quinoxaline-6-carbonyl)phenyl)-3-(4-(trifluoromethyl)phenyl)urea FC=1C=C(C=C(C1)C(=O)C=1C=C2N=CC=NC2=CC1)NC(=O)NC1=CC=C(C=C1)C(F)(F)F